[Na].N[C@H](C(=O)O)CCCC(=O)O L-2-aminoadipic acid sodium